[Si](C)(C)(C(C)(C)C)O[C@H](C)C1=CC=C(C=C1)CO (R)-(4-(1-((tert-butyldimethylsilyl)oxy)ethyl)phenyl)methanol